C(C)(C)N(C(=O)N[C@H](C(=O)O)CCN(CCCCC1=NC=2NCCCC2C=C1)CCOCC)C(C)C (2S)-2-(diisopropylcarbamoylamino)-4-[2-ethoxyethyl-[4-(5,6,7,8-tetrahydro-1,8-naphthyridin-2-yl)butyl]amino]butanoic acid